C1(=CC=CC=C1)P(C1=C(C2=CC=CC=C2C=C1)C1=C(C=CC2=CC=CC=C12)P(C1=CC=CC=C1)C1=CC=CC=C1)C1=CC=CC=C1 2,2'-bis-diphenylphosphanyl[1,1']binaphthalenyl